COC=1C=C(CN)C=C(C1)OC 3,5-Dimethoxybenzylamine